ethyl 3-[7-([[(2R,3S)-3-[(tert-butoxycarbonyl)amino]-5-carbamoylpentan-2-yl] oxy]methyl) naphthalen-2-yl]propanoate C(C)(C)(C)OC(=O)N[C@H]([C@@H](C)OCC1=CC=C2C=CC(=CC2=C1)CCC(=O)OCC)CCC(N)=O